piperidin-1-yl-(1-m-tolyl-1H-benzo[d]imidazol-5-yl)methanone N1(CCCCC1)C(=O)C1=CC2=C(N(C=N2)C=2C=C(C=CC2)C)C=C1